(S)-1-(1-methyl-4-((1-(3,4,5-trimethoxyphenyl)-1H-imidazol-4-yl)amino)-1H-pyrazolo[3,4-d]pyrimidin-6-yl)pyrrolidine-2-carboxamide CN1N=CC=2C1=NC(=NC2NC=2N=CN(C2)C2=CC(=C(C(=C2)OC)OC)OC)N2[C@@H](CCC2)C(=O)N